4,4'-(2,5-di(methylthio)-1,4-phenylene)dipyridine CSC1=C(C=C(C(=C1)C1=CC=NC=C1)SC)C1=CC=NC=C1